FC1=C(C2=C(N(C(N2C)=O)C2C(N(C(CC2)=O)CC2=CC=C(C=C2)OC)=O)C=C1)N1CCC(CC1)CN1CCN(CC1)C1CC(C1)NC(OC(C)(C)C)=O tert-butyl N-[3-[4-[[1-[5-fluoro-1-[1-[(4-methoxyphenyl)methyl]-2,6-dioxo-3-piperidyl]-3-methyl-2-oxo-benzimidazol-4-yl]-4-piperidyl]methyl]piperazin-1-yl]cyclobutyl]carbamate